NC=1NC(C=2N(C(N(C2N1)[C@@H]1O[C@@H](C[C@H]1O)CO)=O)CC#C)=O 2-Amino-9-((2R,3R,5S)-3-hydroxy-5-(hydroxymethyl)tetrahydrofuran-2-yl)-7-(prop-2-yn-1-yl)-7,9-dihydro-1H-purine-6,8-dione